3-aminopropyl(triethoxy)silane NCCC[Si](OCC)(OCC)OCC